IN1C=NC=2C=CC=NC21 3-iodoimidazopyridine